CNS(OCC(=O)NC=1SC2=C(N1)OCCC2C2=CC(=C(C=C2)F)Cl)(=O)=O 2-((7-(3-chloro-4-fluorophenyl)-6,7-dihydro-5H-pyrano[2,3-d]thiazol-2-yl)amino)-2-oxoethyl methylsulfamate